C1OC2=CC=C(C=C2O1)CCCCN 4-methylenedioxybenzenebutylamine